ethyl 2-(diethylamino)-1-(4-methoxyphenyl)-5-methyl-1H-pyrrole-3-carboxylate C(C)N(C=1N(C(=CC1C(=O)OCC)C)C1=CC=C(C=C1)OC)CC